2-methyl-octanamide (R)-2-(3-chlorophenyl)-2,2-difluoro-1-(pyridin-3-yl)ethyl-((S)-1-oxo-1-(((S)-1-oxo-3-((S)-2-oxopyrrolidin-3-yl)propan-2-yl)amino)hexan-2-yl)carbamate ClC=1C=C(C=CC1)C([C@@H](C=1C=NC=CC1)N(C(O)=O)[C@H](C(N[C@H](C=O)C[C@H]1C(NCC1)=O)=O)CCCC)(F)F.CC(C(=O)N)CCCCCC